C(C1=CC=CC=C1)(=O)O[C@@H]1[C@@H](OCC1)C(=O)N1CCC(CC1)[C@@H](N[S@@](=O)C(C)(C)C)C1=C(C=C(C(=C1)Cl)Cl)O (2R,3S)-2-[4-[(R)-(4,5-dichloro-2-hydroxyphenyl)([[(S)-2-methylpropane-2-sulfinyl]amino])methyl]piperidine-1-carbonyl]oxolan-3-yl benzoate